2-(4-((7-(3-cyanoaminobenzyl)-4-methyl-6,7-dihydro-5H-pyrrolo[2,3-d]pyrimidin-2-yl)amino)-1H-pyrazol-1-yl)-N-methylacetamide C(#N)NC=1C=C(CN2CCC3=C2N=C(N=C3C)NC=3C=NN(C3)CC(=O)NC)C=CC1